C1(CC1)N1C(C(=CC=C1)NC(=O)C1=CC2=CN(N=C2C=C1OC(C)C)C1CCC(CC1)C=O)=O N-(1-cyclopropyl-2-oxo-3-pyridyl)-2-(4-formylcyclohexyl)-6-isopropoxy-indazole-5-carboxamide